2-(2-ethylsulfonyl-4-pyrimidin-2-yl-phenyl)-3,5-dimethyl-6-(trifluoromethyl)imidazo[4,5-c]pyridin-4-one C(C)S(=O)(=O)C1=C(C=CC(=C1)C1=NC=CC=N1)C1=NC2=C(C(N(C(=C2)C(F)(F)F)C)=O)N1C